n-docosyl octacosanoate C(CCCCCCCCCCCCCCCCCCCCCCCCCCC)(=O)OCCCCCCCCCCCCCCCCCCCCCC